FC(C1=C(C=CC=C1)C1=NN(C(=C1O)C)C)(F)F 3-(2-(trifluoromethyl)phenyl)-1,5-dimethylpyrazol-4-ol